C1(CC1)N1CC2=CC=C(C=C2C1=O)OC1=C2CCC(C2=CC=C1[N+](=O)[O-])OP(=O)(N1CC1)N1CC1 bis(aziridin-1-yl)phosphinic acid 4-[(2-cyclopropyl-3-oxo-1H-isoindol-5-yl) oxy]-5-nitro-2,3-dihydro-1H-inden-1-yl ester